C1(=CC=CC=C1)N1N=C(C(=C1)C=CC=1C=C(C(=O)O)C=CN1)C=1C=NC=CC1 2-(2-(1-phenyl-3-(pyridin-3-yl)-1H-pyrazol-4-yl)vinyl)isonicotinic acid